COCCOC1=CC=C(C=C1)C=1C(=NC(=NC1)N)N (4-(2-methoxyethoxy)phenyl)pyrimidine-2,4-diamine